N1N=C(C=C1)CN1CCC(CC1)C=1C=C2CN(C(C2=CC1)=O)C1C(NC(CC1)=O)=O 3-(5-(1-((1H-pyrazol-3-yl)methyl)piperidin-4-yl)-1-oxoisoindolin-2-yl)piperidine-2,6-dione